β-L-Rhamnopyranosyl-(1→4)-β-L-rhamnopyranosyl-(1→4)-L-rhamnose [C@H]1([C@H](O)[C@H](O)[C@@H](O)[C@@H](O1)C)O[C@@H]1[C@H]([C@H]([C@H](O[C@H]1C)O[C@H]([C@H]([C@H](C=O)O)O)[C@@H](O)C)O)O